BrC=1N=C2[C@@H]([C@H]([C@@H](NC2=CC1)C1CC1)C)NC(OCC1=CC=CC=C1)=O |r| rac-benzyl ((2S,3S,4R)-6-bromo-2-cyclopropyl-3-methyl-1,2,3,4-tetrahydro-1,5-naphthyridin-4-yl)carbamate